(R,S)-3-(3-bromophenyl)-3-hydroxy-1-methylpiperidin-2-one BrC=1C=C(C=CC1)[C@]1(C(N(CCC1)C)=O)O